3-Amino-6-chloroquinoline-2-carboxylic acid NC=1C(=NC2=CC=C(C=C2C1)Cl)C(=O)O